(R)-N-(2-((2-aminopyrido[3,2-d]pyrimidin-4-yl)amino)-2-methylhexyl)isoxazole-3-carboxamide NC=1N=C(C2=C(N1)C=CC=N2)N[C@@](CNC(=O)C2=NOC=C2)(CCCC)C